3-(2-(4-ethylpiperazin-1-yl)-2-oxoethyl)-1-methyl-1H-pyrido[2,3-b][1,4]thiazin-2(3H)-one C(C)N1CCN(CC1)C(CC1C(N(C2=C(S1)N=CC=C2)C)=O)=O